(6-Amino-3-((1s,4s)-4'-chloro-4-hydroxy-1',2'-dihydrospiro[cyclohexane-1,3'-pyrrolo[2,3-b]pyridin]-5'-yl)-2-fluorophenyl)((R)-2-(1-methyl-1H-pyrazol-4-yl)piperidin-1-yl)methanone NC1=CC=C(C(=C1C(=O)N1[C@H](CCCC1)C=1C=NN(C1)C)F)C=1C(=C2C(=NC1)NCC21CCC(CC1)O)Cl